ClC1=C(C(=CC=C1)[18F])C(=O)N1[C@H](C=2C(CC1)=C(N(N2)C)C2=CC(=CC(=C2)F)F)C (S)-(2-chloro-6-(18F)fluorophenyl)(3-(3,5-difluorophenyl)-2,7-dimethyl-2,4,5,7-tetrahydro-6H-pyrazolo[3,4-c]pyridin-6-yl)methanone